CC1(OB(OC1(C)C)C1=C(C(=C2C(SC=3C2=C(C(=C(C3[2H])[2H])C3=C(C2=C4C(=C(C(=C(C4=C4C(=C(C(=C(C4=C2C(=C3[2H])[2H])[2H])[2H])[2H])[2H])[2H])[2H])[2H])[2H])[2H])[2H])=C1[2H])[2H])[2H])C 4,4,5,5-tetramethyl-2-(8-(triphenylen-2-yl-d11)dibenzo[b,d]thiophen-3-yl-1,2,4,6,7,9-d6)-1,3,2-dioxaborolane